(4-amino-2-chloropyrimidin-5-yl)-3-chlorobenzonitrile NC1=NC(=NC=C1C1=C(C#N)C=CC=C1Cl)Cl